(4aR,6R,7R,8R,8aR)-8-(4-(3-fluorophenyl)-1H-1,2,3-triazol-1-yl)-7-hydroxy-2-phenylhexahydropyrano[3,2-d][1,3]Dioxin-6-carboxylic acid FC=1C=C(C=CC1)C=1N=NN(C1)[C@@H]1[C@H]([C@@H](O[C@H]2[C@@H]1OC(OC2)C2=CC=CC=C2)C(=O)O)O